CC1(C(OC1)COC=1C=NC=CC1C1=C(C=2C(NCCC2N1)=O)NC1=C(C(=CC=C1)F)OC)C 2-{3-[(3,3-dimethyloxetan-2-yl)methoxy]pyridin-4-yl}-3-(3-fluoro-2-methoxyanilino)-1,5,6,7-tetrahydro-4H-pyrrolo[3,2-c]pyridin-4-one